(4-Cyclopropylbutyl)-2-methoxy-6-morpholino-1H-benzo[d]Imidazole-1-carboxamide C1(CC1)CCCCC1=CC(=CC=2N(C(=NC21)OC)C(=O)N)N2CCOCC2